2-furanacetaldehyde O1C(=CC=C1)CC=O